S1C(=CC=C1)CNCC1=NC2=C(C=CC=C2C=C1)NS(=O)(=O)C1=CC=C(C=C1)C(F)(F)F N-(2-(((Thiophen-2-ylmethyl)amino)methyl)quinolin-8-yl)-4-(trifluoromethyl)benzenesulfonamide